1-(6-Acetyl-6-azaspiro[3.4]octan-2-yl)-3-(8-amino-7-fluoro-6-(4-methyl-5,6,7,8-tetrahydro-1,5-naphthyridin-3-yl)isoquinolin-3-yl)urea C(C)(=O)N1CC2(CC(C2)NC(=O)NC=2N=CC3=C(C(=C(C=C3C2)C=2C=NC=3CCCNC3C2C)F)N)CC1